(S)-3-(2-methyl-4-oxo-5-(8-(((1R,2S,4R)-1,7,7-trimethylbicyclo[2.2.1]heptan-2-yl)amino)octyl)quinazolin-3(4H)-yl)piperidine-2,6-dione CC1=NC2=CC=CC(=C2C(N1[C@@H]1C(NC(CC1)=O)=O)=O)CCCCCCCCN[C@@H]1[C@@]2(CC[C@H](C1)C2(C)C)C